(allylamino)-5-bromonicotinaldehyde C(C=C)NC1=C(C=O)C=C(C=N1)Br